N1(CCOCC1)C1=C2CCNC2=CC=C1 4-(Morpholin-4-yl)-2,3-dihydro-1H-indole